C(#N)C1=CN=C(S1)NC(C(C)C=1C=C(C=NC1)C=1C=NC(=CC1)NC(C=C)=O)=O N-(5'-(1-((5-cyanothiazol-2-yl)amino)-1-oxopropan-2-yl)-[3,3'-bipyridin]-6-yl)acrylamide